C(C)(C)(C)N(C(O)=O)C1=CC(=C(C=C1)Cl)O.C(C1=CC=CC=C1)S(=O)(=O)NC(C1=CC=C(C=C1)N1CCN(CC1)C(C1=CC(=C(C=C1)C=1C=NC=C(C1)OCC)F)=O)=O N-benzylsulfonyl-4-[4-[4-(5-ethoxypyridin-3-yl)-3-fluorobenzoyl]piperazine-1-yl]benzamide tert-butyl-(4-chloro-3-hydroxyphenyl)carbamate